C(SSCCCCCCCCCCCC)([S-])=S (dodecylthio) trithiocarbonate